(S)-5-bromo-2-(3-(4-(trifluoromethyl)thiazol-2-ylamino)pyrrolidin-1-yl)benzaldehyde BrC=1C=CC(=C(C=O)C1)N1C[C@H](CC1)NC=1SC=C(N1)C(F)(F)F